2,2-Dimethoxy-1-(3-Methoxysilylpropyl)-1-aza-2-silacyclopentane CO[Si]1(N(CCC1)CCC[SiH2]OC)OC